1,6-bis(p-aminophenyl)hexane NC1=CC=C(C=C1)CCCCCCC1=CC=C(C=C1)N